OC1=CC=CC(=N1)CC#N 2-(6-hydroxypyridin-2-yl)acetonitrile